N-((1,2,3,5,6,7-hexahydro-s-indacen-4-yl)carbamoyl)-N'-trityl-5',7'-dihydrospiro[cyclopropane-1,6'-pyrazolo[5,1-b][1,3]oxazine]-3'-sulfonimidamide C1CCC2=C(C=3CCCC3C=C12)NC(=O)NS(=O)(=NC(C1=CC=CC=C1)(C1=CC=CC=C1)C1=CC=CC=C1)C=1C=NN2C1OCC1(C2)CC1